C1CCC2=C(C=CC=C12)NC(C=C)=O N-(2,3-dihydro-1H-inden-4-yl)acrylamide